N-[3-(dimethylamino)propyl]-4-[3-(4-hydroxy-3-methoxy-phenyl)imidazo[1,2-a]pyrazin-6-yl]benzamide CN(CCCNC(C1=CC=C(C=C1)C=1N=CC=2N(C1)C(=CN2)C2=CC(=C(C=C2)O)OC)=O)C